CN1[C@@H](COCC1)COC=1C=C(C(=O)N[C@H](C)C=2C=NC(=CC2)C(F)(F)F)C=C(C1)C=1SC(=CN1)C 3-{[(3S)-4-methylmorpholin-3-yl]methoxy}-5-(5-methyl-1,3-thiazol-2-yl)-N-{(1R)-1-[6-(trifluoromethyl)pyridin-3-yl]ethyl}benzamide